2-((2-ethyl-5-(6-(furan-2-carbonyl)-2,6-diazaspiro[3.3]heptan-2-yl)-7-methylpyrazolo[1,5-a]pyridin-3-yl)(methyl)amino)-4-(4-fluorophenyl)thiazole-5-carbonitrile C(C)C1=NN2C(C=C(C=C2C)N2CC3(C2)CN(C3)C(=O)C=3OC=CC3)=C1N(C=1SC(=C(N1)C1=CC=C(C=C1)F)C#N)C